COC(=O)C1=CC2=CC(=CC=C2CC1)C(F)(F)F 7-(trifluoromethyl)-3,4-dihydronaphthalene-2-carboxylic acid methyl ester